NC=1C=2N(C3=CC(=CC=C3N1)C(=O)N(CC1=CC=C(C=C1)OC(F)(F)F)C1CC1)C=NC2 4-amino-N-cyclopropyl-N-(4-(trifluoromethoxy)benzyl)imidazo[1,5-a]quinoxaline-8-formamide